FC1=C(C=CC(=C1F)OC)C1=CN=C2N1C=CN=C2NC2=CC(=C(C(=O)NC1CCC(CC1)NC(OC(C)(C)C)=O)C=C2)CC tert-butyl ((1r,4r)-4-(4-((3-(2,3-difluoro-4-methoxyphenyl)imidazo[1,2-a]pyrazin-8-yl)amino)-2-ethylbenzamido)cyclohexyl)carbamate